2-(chloropropoxy)tetrahydro-2H-pyran tert-butyl-4-((2,3-dihydrobenzo[b][1,4]dioxin-6-yl)(4-methoxyphenyl)methyl)piperazine-1-carboxylate C(C)(C)(C)OC(=O)N1CCN(CC1)C(C1=CC=C(C=C1)OC)C1=CC2=C(OCCO2)C=C1.ClCCCOC1OCCCC1